BrCCCC[Si](OCCC)(OCCC)OCCC 4-bromobutyltri-n-propoxysilane